methyl 2,5,8,11,14,17,20,23,26,29,32,35,38,41,44,47,50,53,56,59,62,65,68-tricosaoxaheptacontan-70-oate COCCOCCOCCOCCOCCOCCOCCOCCOCCOCCOCCOCCOCCOCCOCCOCCOCCOCCOCCOCCOCCOCCOCC(=O)OC